6-bromo-5-fluoro-1-oxospiro[3H-isoquinoline-4,1'-cyclopropane]-2-yl acetate C(C)(=O)ON1C(C2=CC=C(C(=C2C2(CC2)C1)F)Br)=O